3-[4-amino-3-(3-fluoro-4-{[(2,2,2-trifluoroethyl)amino]carbonyl}phenyl)-2-{4-[(2-fluoroacrylamido)]phenyl}-1-methylpyrrolo[3,2-c]pyridin-7-yl]prop-2-ynoic acid NC1=NC=C(C2=C1C(=C(N2C)C2=CC=C(C=C2)NC(C(=C)F)=O)C2=CC(=C(C=C2)C(=O)NCC(F)(F)F)F)C#CC(=O)O